7-(3-(2-(1,1-difluoroethyl)phenyl)-7,8-dihydro-1,6-naphthyridin-6(5H)-yl)-8-methyl-4H-pyrimido[1,2-b]pyridazin-4-one FC(C)(F)C1=C(C=CC=C1)C=1C=NC=2CCN(CC2C1)C=1C(=CC=2N(N1)C(C=CN2)=O)C